Ethyl 2-(6-propan-2-ylpyridin-3-yl)pyrazolo[1,5-a]pyrimidine-3-carboxylate CC(C)C1=CC=C(C=N1)C1=NN2C(N=CC=C2)=C1C(=O)OCC